O=C1NC(CCC1N1C(C2=CC=CC(=C2C1)N1N=NC(=C1)COCCOCCC(=O)O)=O)=O 3-[2-({1-[2-(2,6-dioxopiperidin-3-yl)-1-oxo-3H-isoindol-4-yl]-1,2,3-triazol-4-yl}methoxy)ethoxy]propanoic acid